NC[C@]1([C@H]2[C@@H]3C[C@@H](CC[C@H]13)C2)CC(=O)O |r| (±)-2-((1R,2R,3S,6R,8R)-2-(aminomethyl)tricyclo[4.2.1.03,8]nonan-2-yl)acetic acid